N-(6-(1-methyl-1H-1,2,3-triazol-4-yl)isoquinolin-3-yl)-2-(4-methylpiperazin-1-yl)acetamide nonadecyl-2-chlorobutyrate C(CCCCCCCCCCCCCCCCCC)OC(C(CC)Cl)=O.CN1N=NC(=C1)C=1C=C2C=C(N=CC2=CC1)NC(CN1CCN(CC1)C)=O